C(CCCCCCCCCCCCCCCC)C=1C=C(C=C(C1)O)O 5-Heptadecylbenzene-1,3-diol